1-[(1R)-2-hydroxy-1-[3-(trifluoromethyl)phenyl]ethyl]-3-[3-(trifluoromethyl)-1-bicyclo[1.1.1]pentanyl]urea OC[C@@H](C1=CC(=CC=C1)C(F)(F)F)NC(=O)NC12CC(C1)(C2)C(F)(F)F